N=1N(N=CC1)C1=C(C=CC=C1)C(=O)N1[C@@H]2[C@@H](C[C@H](C1)C2)OC2=NC=C(C=C2)F (2-(2H-1,2,3-triazol-2-yl)phenyl)((1S,4R,6R)-6-((5-fluoropyridin-2-yl)oxy)-2-azabicyclo[2.2.1]Hept-2-yl)methanone